4-(4-((tetrahydro-2H-pyran-2-yl)oxy)phenethyl)-1H-benzo[d]imidazole O1C(CCCC1)OC1=CC=C(CCC2=CC=CC=3NC=NC32)C=C1